2-(5-([1,1'-biphenyl]-3-yl)-3-(2-cyclopropylethyl)-4-(4-sulfamoylbenzyl)-1H-pyrazol-1-yl)thiazole-4-carboxylic acid C1(=CC(=CC=C1)C1=C(C(=NN1C=1SC=C(N1)C(=O)O)CCC1CC1)CC1=CC=C(C=C1)S(N)(=O)=O)C1=CC=CC=C1